FC(C[C@@H]1CNCC1)F (R)-3-(2,2-difluoroethyl)pyrrolidine